1-(1-(3-chloro-2,6-difluorophenyl)vinyl)-4-fluorobicyclo[2.2.1]heptane ClC=1C(=C(C(=CC1)F)C(=C)C12CCC(CC1)(C2)F)F